[C@@H]12N(CCN([C@@H]2CC1)C(=O)OC(C)(C)C)C(=O)OCC1=CC=CC=C1 |r| rac-2-Benzyl 5-(tert-butyl) (1R,6R)-2,5-diazabicyclo[4.2.0]octane-2,5-dicarboxylate